COC=1C=C(C=C2C(=CC(NC12)=O)C)NC(=O)C=1C=C2C(=NC1N1[C@@H](CCC1)C)COC2 N-(8-methoxy-4-methyl-2-oxo-1H-quinolin-6-yl)-2-[(2R)-2-methylpyrrolidin-1-yl]-5,7-dihydrofuro[3,4-b]pyridine-3-carboxamide